1-(3,5-difluorobenzyl)-1H-indol FC=1C=C(CN2C=CC3=CC=CC=C23)C=C(C1)F